[Cl-].C(C)(C)(C)OC(=O)OC(C(=O)OC1CC2CCC(C1)[N+]21CCCC1)(C1=CC=CC=C1)C1=CC=CC=C1 3-(2-((tert-butoxycarbonyl)oxy)-2,2-diphenylacetoxy)spiro[bicyclo[3.2.1]octane-8,1'-pyrrolidin]-8-ium chloride